2,2-dimethyl-1,3-dioxan-5-ylcarbamate CC1(OCC(CO1)NC([O-])=O)C